tetrahydropyran-3-carbonitrile O1CC(CCC1)C#N